N2-(4-(4-(azetidin-1-yl)piperidin-1-yl)-3-isopropoxyphenyl)-N4-(3-fluorophenyl)-5-methylthieno[2,3-d]pyrimidine-2,4-diamine N1(CCC1)C1CCN(CC1)C1=C(C=C(C=C1)NC=1N=C(C2=C(N1)SC=C2C)NC2=CC(=CC=C2)F)OC(C)C